4-(thiophen-3-yl)quinazoline S1C=C(C=C1)C1=NC=NC2=CC=CC=C12